5-oxopyrimidine O=C1CN=CN=C1